3-(CYCLOPROPYLMETHOXY)-5-METHYLPHENYLBORONIC ACID C1(CC1)COC=1C=C(C=C(C1)C)B(O)O